pyridin-3-ylmethyl(2-fluoro-4-((5-fluoro-2-(pyrrolidin-1-yl)benzamido)methyl)phenyl)carbamate N1=CC(=CC=C1)COC(NC1=C(C=C(C=C1)CNC(C1=C(C=CC(=C1)F)N1CCCC1)=O)F)=O